2-(4-Methoxyphenyl)quinazoline COC1=CC=C(C=C1)C1=NC2=CC=CC=C2C=N1